N1-(2-(dimethylamino)-ethyl)-N4-(5-ethyl-4-(pyrazolo[1,5-a]pyridin-3-yl)pyrimidin-2-yl)-5-methoxy-N1-methylbenzene-1,2,4-triamine CN(CCN(C=1C(=CC(=C(C1)OC)NC1=NC=C(C(=N1)C=1C=NN2C1C=CC=C2)CC)N)C)C